7-(2-Fluoro-phenyl)-10-methoxy-5H-benzo[c]pyrimido[4,5-e]azepin FC1=C(C=CC=C1)C1=NCC2=C(C3=C1C=CC(=C3)OC)N=CN=C2